ClC1=C(C=CC(=C1)C#N)S(=O)(=O)N1C[C@@H]([C@](C1)(CO)O)OC1=CC(=C(C#N)C=C1)F 4-(((3s,4s)-1-((2-chloro-4-cyanophenyl)sulfonyl)-4-hydroxy-4-(hydroxymethyl)pyrrolidin-3-yl)oxy)-2-fluorobenzonitrile